5-[3-(Aminomethyl)-4-fluoro-phenoxy]-3,4-dihydro-1H-1,8-naphthyridin-2-one NCC=1C=C(OC2=C3CCC(NC3=NC=C2)=O)C=CC1F